ethylbis(3-aminopropyl)amine C(C)N(CCCN)CCCN